COC1(CCC(CC1)C(F)(F)F)N methoxy-4-(trifluoromethyl)cyclohexan-1-amine